tert-butyl (R)-3-((4-(2-methoxy-4-methylphenyl)-7-methylphthalazin-1-yl)amino)piperidine-1-carboxylate COC1=C(C=CC(=C1)C)C1=NN=C(C2=CC(=CC=C12)C)N[C@H]1CN(CCC1)C(=O)OC(C)(C)C